[S](F)(F)F.C(C)NCC (N,N-diethylamine) sulfur trifluoride